(E)-N-((6-chloro-7-methoxy-2-oxo-1,2-dihydroquinolin-3-yl)methylene)-2-methylpropan-2-sulfinamide ClC=1C=C2C=C(C(NC2=CC1OC)=O)\C=N\S(=O)C(C)(C)C